5-((6-(3-chloro-4-(trifluoromethoxy)phenyl)pyridin-2-yl)oxy)-2-fluorophenol ClC=1C=C(C=CC1OC(F)(F)F)C1=CC=CC(=N1)OC=1C=CC(=C(C1)O)F